2-chloro-1-fluoro-4-nitrobenzene ClC1=C(C=CC(=C1)[N+](=O)[O-])F